NC1=C(C=C2C(=N1)C(C=1C(=CC=CC1O2)Cl)=O)OC=2C=CC(=NC2C)N2CCC(CC2)C=O 1-(5-((2-amino-9-chloro-10-oxo-10H-chromeno[3,2-b]pyridin-3-yl)oxy)-6-methylpyridin-2-yl)piperidine-4-carbaldehyde